C(#N)C1=CC=C(CNC(=O)C=2C(N(C3=C(N=CC=C3C2)OCC2(CC2)S(NC)(=O)=O)C)=O)C=C1 N-(4-cyanobenzyl)-1-methyl-8-((1-(N-methylsulfamoyl)cyclopropyl)methoxy)-2-oxo-1,2-dihydro-1,7-naphthyridine-3-carboxamide